Cl.BrC=1C=C2C(=NN(C(C2=CC1)=O)CC(=O)N[C@H]1CNCCC1)OC1CC1 2-(6-bromo-4-cyclopropyloxy-1-oxophthalazin-2-yl)-N-[(3R)-piperidin-3-yl]acetamide HCl salt